ClC1=CC=C(OCCN2CCN(CC2)C(=O)C=2C=C(C=CC2)NC(=O)C2OCCC2)C=C1 N-(3-(4-(2-(4-chlorophenoxy)ethyl)piperazine-1-carbonyl)phenyl)tetrahydrofuran-2-carboxamide